BrC1=C(C=C(C(=C1C(C)(C)C)Br)F)F 2,4-dibromo-3-(tert-butyl)-1,5-difluorobenzene